CC=1OC(=CC1C(=O)NC1=NC(=NS1)CC(C)(N)C)C1=CC(=CC=C1)OC(F)(F)F 2-Methyl-5-(3-(trifluoromethoxy)phenyl)-N-(3-(2-methyl-2-aminopropyl)-1,2,4-thiadiazole-5-yl)furan-3-carboxamide